C(C)NCCC(=O)O ethyl-β-alanine